CC1=CC=C(C=C1)S(=O)(=O)NC(=O)C1CC1 N-(p-toluenesulfonyl)cyclopropanecarboxamide